FC1(CCN(CC1)C1=C(C=C(C=N1)C(=O)Cl)F)F 6-(4,4-Difluoropiperidin-1-yl)-5-fluoropyridine-3-carbonyl chloride